6-bromo-3-chloroimidazo[1,2-b]pyridazine BrC=1C=CC=2N(N1)C(=CN2)Cl